9Z-Hexadecenoic acid CCCCCC/C=C\CCCCCCCC(=O)O